iron-aluminum-magnesium-aluminum-calcium-aluminum [Al].[Ca].[Al].[Mg].[Al].[Fe]